C(=C)C1=C(NC=C1)C=CC(=O)N vinyl-pyrrole-acrylamide